C1(CC1)OC=1C=C(C(=O)O)C=C(C1C)OC1CC1 3,5-bis(cyclopropoxy)-4-methylbenzoic acid